ethyl-2-(4-(methylsulfonyl)phenyl)-3H-imidazo[4,5-b]pyridine C(C)N1C(=NC=2C1=NC=CC2)C2=CC=C(C=C2)S(=O)(=O)C